FC1=CC=CC2=C1N=C(O2)NC2CC1(CC(C1)OC1=C(C(=O)N)C=CC=N1)C2 2-(((2s,4s,6s)-6-((4-fluorobenzo[d]oxazol-2-yl)amino)spiro[3.3]heptan-2-yl)oxy)nicotinamide